3-[(5-bromo-1,3-benzothiazol-2-yl)carbamoyl]bicyclo[2.2.1]hept-5-ene-2-carboxylic acid BrC=1C=CC2=C(N=C(S2)NC(=O)C2C(C3C=CC2C3)C(=O)O)C1